2-[2-[methyl(2,2,2-trifluoroethyl)amino]-4-pyridyl]-N-tetrahydropyran-4-yl-1-(2-trimethylsilylethoxymethyl)pyrrolo[3,2-c]pyridin-6-amine CN(C1=NC=CC(=C1)C1=CC=2C=NC(=CC2N1COCC[Si](C)(C)C)NC1CCOCC1)CC(F)(F)F